8-((3-(1H-imidazol-1-yl)propyl)(2-hydroxytetradecyl)amino)octanoate N1(C=NC=C1)CCCN(CCCCCCCC(=O)[O-])CC(CCCCCCCCCCCC)O